CC1=CC=C(CC2CCN(CC2)CCN(C(CC)=O)C2=CC=CC=C2)C=C1 N-(2-(4-(4-methylbenzyl)piperidin-1-yl)ethyl)-N-phenylpropionamide